C(C1=CC=CC=C1)C=1N(C=2C(=C3CC[C@@H](N(C3=CC2)C(=O)OC)C)N1)[C@H]1CS(CCC1)(=O)=O methyl (7S)-2-benzyl-3-[(3R)-1,1-dioxo-1lambda6-thian-3-yl]-7-methyl-3H,6H,7H,8H,9H-imidazo[4,5-f]quinoline-6-carboxylate